amino-cyclobutane-carboxylate hydrochloride Cl.NC1(CCC1)C(=O)O